(4R,5R)-3,5-dihydroxy-4-(3-methylbut-2-en-1-yl)-2-(3-methylbutanoyl)cyclopent-2-en-1-one OC1=C(C([C@@H]([C@H]1CC=C(C)C)O)=O)C(CC(C)C)=O